N-(2-((2-(dimethylamino)ethyl)(methyl)amino)-4-methoxy-5-((8-methyl-7-oxo-6-(thiazol-4-yl)-5,6,7,8-tetrahydropyrimido[4,5-d]pyrimidin-2-yl)amino)phenyl)acrylamide CN(CCN(C1=C(C=C(C(=C1)OC)NC=1N=CC2=C(N(C(N(C2)C=2N=CSC2)=O)C)N1)NC(C=C)=O)C)C